CC=1C=CC=2N(C3=CC=CC=C3C2C1)C=1C=C(C=CC1)C=1C(=CC=CC1)C1=CC=CC=C1 3-(3-methyl-9H-carbazol-9-yl)-[1,1':2',1''-terphenyl]